2-bromo-5-hydrazineylpyridine BrC1=NC=C(C=C1)NN